2-(2-(5-chloro-2-((tetrahydro-2H-pyran-4-yl)amino)pyrimidin-4-yl)-4-oxo-6,7-dihydrothieno[3,2-c]pyridin-5(4H)-yl)propionic acid ClC=1C(=NC(=NC1)NC1CCOCC1)C1=CC=2C(N(CCC2S1)C(C(=O)O)C)=O